N[C@@H](C(=O)OC)COC1=C(C=CC(=C1)C(F)(F)F)C1OC2=C(C=CC=C2C(C1)=O)Cl methyl (2R)-2-amino-3-[2-(8-chloro-4-oxo-chroman-2-yl)-5-(trifluoromethyl) phenoxy]propanoate